4-(4-bromophenoxy)-1-iminohexahydro-1λ6-thiopyran 1-oxide BrC1=CC=C(OC2CCS(CC2)(=N)=O)C=C1